ClC1=C(N=NS1)COC1=CC(=C(C=C1)NC1=C2C(=NC=N1)NN=C2C2CCN(CC2)C(C=C)=O)F 1-(4-(4-((4-((5-chloro-1,2,3-thiadiazol-4-yl)methoxy)-2-fluorophenyl)amino)-1H-pyrazolo[3,4-d]pyrimidin-3-yl)piperidin-1-yl)prop-2-en-1-one